2,6-Dicyano-4-{[4-(4-{[(2-methylpropan-2-yl)oxy]carbonyl}piperazin-1-yl)phenyl]amino}pyrimidine-5-carboxylic acid methyl ester COC(=O)C=1C(=NC(=NC1C#N)C#N)NC1=CC=C(C=C1)N1CCN(CC1)C(=O)OC(C)(C)C